5-chloro-N-(3,5-difluoro-4-(5-fluoro-2-((2-hydroxyethyl)amino)quinazolin-6-yl)pyridin-2-yl)-2-methoxypyridine-3-sulfonamide ClC=1C=C(C(=NC1)OC)S(=O)(=O)NC1=NC=C(C(=C1F)C=1C(=C2C=NC(=NC2=CC1)NCCO)F)F